scandium-indium [In].[Sc]